BrC=1C=C(C=C2C(CN(C12)C(C)C)(COC1OCCCC1)C)C#N 7-bromo-1-isopropyl-3-methyl-3-(((tetrahydro-2H-pyran-2-yl)oxy)methyl)indoline-5-carbonitrile